N-(5-(cyclohexenylmethyl)pyridin-2-yl)-1-methyl-6-oxo-1,4,5,6-tetrahydropyridazine-3-carboxamide C1(=CCCCC1)CC=1C=CC(=NC1)NC(=O)C1=NN(C(CC1)=O)C